2-((S)-2,2-di((6Z,12Z)-octadeca-6,12-dien-1-yl)-1,3-dioxolan-4-yl)-N,N-dimethylethan-1-amine C(CCCC\C=C/CCCC\C=C/CCCCC)C1(OC[C@@H](O1)CCN(C)C)CCCCC\C=C/CCCC\C=C/CCCCC